C(=CC)C1=C2C=NNC2=C(C=C1)C(=O)OC methyl 4-(prop-1-en-1-yl)-1H-indazole-7-carboxylate